C(=O)C1=C(C2=C(N(N=N2)CCCCCC2=CC=C(C(=O)OC(C)(C)C)C=C2)C=C1)C tert-butyl 4-[5-[5-formyl-4-methyl-1H-benzo[d][1,2,3]triazol-1-yl]pentyl]benzoate